BrC1=C(C=C2C(=CC=NC2=C1)OC1=CC=C(C=C1)N(C(=O)C1(CC1)C(=O)N)C1=CC=C(C=C1)F)C(NC)=O N-(4-((7-Bromo-6-(methylcarbamoyl)quinolin-4-yl)oxy)phenyl)-N-(4-fluorophenyl)cyclopropane-1,1-dicarboxamide